(±)-7-benzyl-5-(4-chlorophenyl)-7a,8-dihydro-3H,5H-pyrrolo[2',1':3,4]pyrazino[2,3-b]indole-3,6(7H)-dione C(C1=CC=CC=C1)N1C(C(N2C3(C1NC=1C=CC=CC31)C=CC2=O)C2=CC=C(C=C2)Cl)=O